N-[2-(4,4-difluoro-3,3-dimethyl-but-1-ynyl)-3-fluoro-4-pyridyl]-N-(2,2-difluoroethyl)-6-fluoro-1-methyl-[1,2,4]triazolo[4,3-a]quinazolin-5-amine FC(C(C#CC1=NC=CC(=C1F)N(C1=NC=2N(C3=CC=CC(=C13)F)C(=NN2)C)CC(F)F)(C)C)F